FC(N1N=CC(=C1)C(=O)OC)F methyl 1-(difluoromethyl)-1H-pyrazole-4-carboxylate